N-[2-[tert-butyl(dimethyl)silyl]oxyethyl]-2-(3-iodopyrazolo[1,5-a]pyridin-6-yl)propan-2-amine [Si](C)(C)(C(C)(C)C)OCCNC(C)(C)C=1C=CC=2N(C1)N=CC2I